(3R,3aS,6S,6aR)-6-((3,4-dichlorobenzyl)amino)-3-(2-(3-fluoro-6-methoxy-1,5-naphthyridin-4-yl)ethyl)hexahydrofuro[3,2-b]furan-3-ol ClC=1C=C(CN[C@H]2CO[C@H]3[C@@H]2OC[C@]3(O)CCC3=C(C=NC2=CC=C(N=C32)OC)F)C=CC1Cl